CC1=NC(=CC(=N1)NC1=NN2C(C=C(C=C2)C2=CC(=NC=C2O[C@H]2CS(CC2)(=O)=O)C)=C1)C N-(2,6-dimethylpyrimidin-4-yl)-5-[5-[(3R)-1,1-dioxothiolan-3-yl]oxy-2-methyl-4-pyridyl]pyrazolo[1,5-a]pyridin-2-amine